C(C=C)(=O)O.CCCC n-butane acrylate